C(C)N1N(C2=NC(=NC=C2C1=O)S(=O)(=O)C)C1=CC=CC(=N1)OC1CCN(CC1)C(=O)OC(C)(C)C tert-butyl 4-((6-(2-ethyl-6-(methylsulfonyl)-3-oxo-2,3-dihydro-1H-pyrazolo[3,4-d]pyrimidin-1-yl)pyridin-2-yl)oxy)piperidine-1-carboxylate